3-(((1-butyl-4,5-dihydro-1H-imidazol-2-yl)thio)methyl)-5,10-dihydrobenzo[e]thiazolo[3,2-a][1,3]diazepine dihydrochloride Cl.Cl.C(CCC)N1C(=NCC1)SCC1=CSC=2N1CC1=C(CN2)C=CC=C1